(S)-4-(((S)-3-fluoro-2-methoxypropyl)(4-(5,6,7,8-tetrahydro-1,8-naphthyridin-2-yl)butyl)amino)-2-(2-(pyrimidin-2-yl)acetamido)butanoic acid FC[C@H](CN(CC[C@@H](C(=O)O)NC(CC1=NC=CC=N1)=O)CCCCC1=NC=2NCCCC2C=C1)OC